N-[(Z)-(6-benzyl-2,4-dichloro-5,7-dihydropyrrolo[3,4-b]pyridin-3-yl)methyleneamino]-2,4-difluoro-aniline C(C1=CC=CC=C1)N1CC2=NC(=C(C(=C2C1)Cl)\C=N/NC1=C(C=C(C=C1)F)F)Cl